S(=O)(=O)=C1CC=C(C=C1)N=C=S sulfonyl(4-isothiocyanatobenzene)